4-bromo-2-{[(3S)-3-fluoropyrrolidin-1-yl]methyl}-7-methoxy-1-{[2-(trimethylsilyl)ethoxy]methyl}-1H-pyrrolo[2,3-c]pyridine BrC1=C2C(=C(N=C1)OC)N(C(=C2)CN2C[C@H](CC2)F)COCC[Si](C)(C)C